C1(CC1)[C@H](CCC(F)F)N (S)-1-cyclopropyl-4,4-difluorobutan-1-amine